FC1=CC(=C(C(=O)NC2=C(C=C(C(=C2)C2=NC(=NC=C2)N2C[C@H](O[C@H](C2)C)C)F)N2C[C@H](N(CC2)C)C)C=C1)C(F)(F)F 4-fluoro-N-[4-fluoro-5-[2-[(2R,6S)-2,6-dimethylmorpholin-4-yl]pyrimidin-4-yl]-2-[(3R)-3,4-dimethylpiperazin-1-yl]phenyl]-2-(trifluoromethyl)benzamide